6-hydroxymethyl-9-(2',3',5'-tri-O-acetyl-beta-D-ribofuranosyl)purine OCC1=C2N=CN(C2=NC=N1)[C@H]1[C@H](OC(C)=O)[C@H](OC(C)=O)[C@H](O1)COC(C)=O